C1(=CC=CC=C1)NC1=C(C(=O)NCCC2=CNC3=CC=C(C=C23)N2C(COCC2)=O)C=CC=C1 3-(2-(2-(phenylamino)benzamido)ethyl)-1H-indol-5-yl-morpholinone